C(C=C)O[C] allyloxyCarbon